C1(CCCC1)C1=C(C(=NC(=C1)C(F)(F)F)N)NC(C)CC cyclopentyl-N3-sec-butyl-6-(trifluoromethyl)pyridine-2,3-diamine